C(C1=CC=CC=C1)N1N=C(C(N(C1=O)CC1=CC=CC=C1)=O)C1=CC=C(C=C1)I 2,4-dibenzyl-6-(4-iodophenyl)-1,2,4-triazine-3,5(2H,4H)-dione